FC1=CC=C(C=C1)C1CCN(CC1)C(=O)N1[C@@H](C=2N(CC1)C(=NN2)C2=NC(=NS2)C)C (R)-(4-(4-fluorophenyl)piperidin-1-yl)(8-methyl-3-(3-methyl-1,2,4-thiadiazol-5-yl)-5,6-dihydro-[1,2,4]triazolo[4,3-a]pyrazin-7(8H)-yl)methanone